methylthioformylhydrazine CN(N)C=S